C(=O)C=1C(=NNN1)C1=CC=C(OCC(=O)[O-])C=C1 4-(5-formyl-2H-1,2,3-triazol-4-yl)phenoxyacetate